(4-(hydroxymethyl)phenyl)nicotinamide OCC1=CC=C(C=C1)C1=C(C(=O)N)C=CC=N1